((3H-[1,2,3]triazolo[4,5-b]pyridin-3-yl)oxy)tris(pyrrolidin-1-yl)phosphonium hexafluorophosphate F[P-](F)(F)(F)(F)F.N1=NN(C2=NC=CC=C21)O[P+](N2CCCC2)(N2CCCC2)N2CCCC2